ClC1=C2C(N(C=NC2=CC=C1S)C1=CC=CC=C1)=O 5-chloro-6-mercapto-3-phenylquinazolin-4(3H)-one